phenyl 2-((tert-butoxycarbonyl)amino)-3-methylbutyrate C(C)(C)(C)OC(=O)NC(C(=O)OC1=CC=CC=C1)C(C)C